CC1=C(C(=CC(=C1)N)C)C=1C2=CC=C(N2)C(=C2C=CC(C(=C3C=CC(=C(C=4C=CC1N4)C4=C(C=C(C=C4C)N)C)N3)C3=C(C=C(C=C3C)N)C)=N2)C2=C(C=C(C=C2C)N)C 5,10,15,20-tetra(2,6-dimethyl-4-aminophenyl)porphyrin